CN1C(=NN=C1)[C@@H](C=1C=C(C=CC1)N1C(C2=CC(=CC(=C2C1)C(F)(F)F)[C@@H](CC)NC1(CCC1)C)=O)C1COC1 2-(3-((R)-(4-methyl-4H-1,2,4-triazol-3-yl)(oxetan-3-yl)methyl)phenyl)-6-((R)-1-((1-methylcyclobutyl)amino)propyl)-4-(trifluoromethyl)isoindolin-1-one